N-(2-azidoethyl)-1-[(4-chlorophenyl)methyl]indazole-3-carboxamide N(=[N+]=[N-])CCNC(=O)C1=NN(C2=CC=CC=C12)CC1=CC=C(C=C1)Cl